OC=1C(=C(C=CC1)CCC(=O)O)O dihydroxybenzenepropionic acid